2-(6-((2-Hydroxy-2-methylpropyl)amino)pyridazin-3-yl)-3-methyl-5-(trifluoromethyl)phenol OC(CNC1=CC=C(N=N1)C1=C(C=C(C=C1C)C(F)(F)F)O)(C)C